4-methoxy-N-(2,4,6-trimethylphenyl)benzenesulfonamide COC1=CC=C(C=C1)S(=O)(=O)NC1=C(C=C(C=C1C)C)C